(1S,2S)-N-(6-(5-chloro-7-(ethyl-(methyl)amino)-6-fluoro-1H-indazol-4-yl)imidazo[1,2-a]pyrazin-2-yl)-2-fluorocyclopropane-1-carboxamide ClC=1C(=C2C=NNC2=C(C1F)N(C)CC)C=1N=CC=2N(C1)C=C(N2)NC(=O)[C@H]2[C@H](C2)F